methyl-3,3-dimethylbutyrate COC(CC(C)(C)C)=O